COC1=C(C=CC=C1)C1=NC(=NC(=N1)C1=C(C=CC=C1)OC)C1=C(C=C(C=C1)OCCOC(C(=C)C)=O)O 2,4-bis(2-methoxyphenyl)-6-[2-hydroxy-4-(2-methacryloyloxyethoxy)phenyl]-s-triazine